NC=1C=2N(C3=CC(=C(C=C3N1)F)C(=O)N1[C@@H]3[C@H](OC(C1)C)CC=1C=CC(=CC13)F)C=NC2 (4-amino-7-fluoroimidazo[1,5-a]quinoxalin-8-yl)((4aS,9aR)-6-fluoro-2-methyl-2,3,9,9a-tetrahydroindeno[2,1-b][1,4]oxazin-4(4aH)-yl)methanone